6-[2-cyano-3-[[ethyl(methyl)sulfamoyl]amino]-6-fluoro-phenoxy]-3-[3-[1-[2-[4-[4-[(2,6-dioxo-3-piperidyl)amino]-2-fluoro-phenyl]-1-piperidyl]acetyl]-4-piperidyl]butyl]-4-oxo-quinazoline C(#N)C1=C(OC=2C=C3C(N(C=NC3=CC2)CCC(C)C2CCN(CC2)C(CN2CCC(CC2)C2=C(C=C(C=C2)NC2C(NC(CC2)=O)=O)F)=O)=O)C(=CC=C1NS(N(C)CC)(=O)=O)F